FC1=CC(=C(C=C1)O)C1=NC=NC=C1C 4-fluoro-2-(5-methylpyrimidin-4-yl)phenol